C=C1CC=CC=2C(NC(C12)=O)=O 7-methyleneisoindole-1,3(2H)-dione